FC=1C(=C(C=CC1F)[C@H]1[C@H](O[C@]([C@H]1C)(C(F)(F)F)C)C(=O)NC1=CC(=NC=N1)C(=O)N)OC 6-[[(2S,3S,4S,5R)-3-(3,4-Difluoro-2-methoxy-phenyl)-4,5-dimethyl-5-(trifluoromethyl)tetrahydrofuran-2-carbonyl]amino]pyrimidin-4-carboxamid